Nitrophenyl-pyridone [N+](=O)([O-])C1=C(C(NC=C1)=O)C1=CC=CC=C1